mono-5-amino-2-(p-aminophenyl)benzimidazole NC1=CC2=C(N=C(N2)C2=CC=C(C=C2)N)C=C1